CC(C(=O)N1CCN(CC1)C1=CC=C(C=C1)NC(=O)C=1OC(=CC1)[N+](=O)[O-])(C)C N-{4-[4-(2,2-dimethylpropanoyl)piperazin-1-yl]phenyl}-5-nitrofuran-2-carboxamide